ON=C=C1C=CC=C2N(NN=C21)C(=O)[O-] (hydroxyiminomethylene)-1H-benzo[d][1,2,3]triazole-1-carboxylate